ClC=1C(=C(C(=CC1)N1N=NN=C1)C1=CC(=NC=N1)O)F 6-[3-chloro-2-fluoro-6-(1H-1,2,3,4-tetrazol-1-yl)phenyl]pyrimidin-4-ol